C1(=CC=C(C=C1)C=1NC(=NN1)SCC(=O)C1=CC=C(CNC(C)=O)C=C1)C N-(4-(2-((5-(p-tolyl)-4H-1,2,4-triazol-3-yl)thio)acetyl)benzyl)acetamide